BrC1=C(C(=O)O)C(=C(C(=C1O)Br)O)Br 2,4,6-tribromo-3,5-dihydroxybenzoic acid